C(N)(=O)C=1C=C(C(=C2C(=C(NC12)C)Cl)N1C[C@H](C[C@H](C1)F)NC(OC(C)(C)C)=O)F tert-butyl ((3S,5R)-1-(7-carbamoyl-3-chloro-5-fluoro-2-methyl-1H-indol-4-yl)-5-fluoropiperidin-3-yl)carbamate